C1(=CC=C(C=C1)C1=C(C(=C(C2=CC=CC=C12)O)\N=N\[H])S(=O)(=O)O)C1=CC=C(C=C1)C1=C(C(=C(C2=CC=CC=C12)O)\N=N\[H])S(=O)(=O)O 1,1'-([1,1'-biphenyl]-4,4'-diyl)bis{4-hydroxy-3-[(E)-diazenyl]naphthalene-2-sulfonic acid}